[Si](C1=CC=CC=C1)(C1=CC=CC=C1)(C(C)(C)C)OC[C@H]1N(CCC(C1)=O)C(=O)OC(C)(C)C tert-butyl (S)-2-(((tert-butyldiphenylsilyl) oxy) methyl)-4-oxopiperidine-1-carboxylate